2-(3-Chlorophenyl)tetrahydrofuran ClC=1C=C(C=CC1)C1OCCC1